6-bromo-3-(3,4-dimethoxyphenoxy)-2-(2,5-dimethoxyphenyl)quinoline BrC=1C=C2C=C(C(=NC2=CC1)C1=C(C=CC(=C1)OC)OC)OC1=CC(=C(C=C1)OC)OC